Cl.C1=C(C=CC2=CC=CC=C12)C=1C=C2CCN(C2=CC1)CC=1C(=NC(=NC1)N)N 5-((5-(naphthalen-2-yl)indolin-1-yl)methyl)pyrimidine-2,4-diamine hydrochloride